N-(3-(2-Methoxyphenyl)prop-2-yn-1-yl)-4-(4-methylpiperazin-1-yl)-1H-benzo[d]imidazole-1-carboxamide COC1=C(C=CC=C1)C#CCNC(=O)N1C=NC2=C1C=CC=C2N2CCN(CC2)C